OC=1C(C=C(OC1)COCCOCC(=O)N)=O 2-(2-((5-hydroxy-4-oxo-4H-pyran-2-yl)methoxy)ethoxy)acetamide